N-(5-(5-(5-(4-acetylpiperazin-1-yl)-1,3,4-oxadiazol-2-yl)-2-aminopyridin-3-yl)-2,3-dimethoxyphenyl)propane-1-sulfonamide C(C)(=O)N1CCN(CC1)C1=NN=C(O1)C=1C=C(C(=NC1)N)C=1C=C(C(=C(C1)NS(=O)(=O)CCC)OC)OC